4-(3-chloro-1H-1,2,4-triazol-1-yl)-6-ethyl-5-hydroxy-2-[4-(hydroxymethyl)-2,6-dimethylphenyl]pyridazin-3(2H)-one ClC1=NN(C=N1)C=1C(N(N=C(C1O)CC)C1=C(C=C(C=C1C)CO)C)=O